C(C)(C)OC(C(=O)[O-])(C(=O)C(CC)CC)OC(C)C diisopropoxy-diethyl-acetoacetate